ClC=1C=C(CNC=2C3=C(N=C(N2)N(CCOC)CCOC)C(=NC(=N3)N(CCOC)CCOC)N3CCC(CC3)OC)C=CC1 N4-(3-chlorobenzyl)-N2,N2,N6,N6-tetrakis(2-methoxyethyl)-8-(4-methoxypiperidin-1-yl)pyrimido[5,4-d]pyrimidine-2,4,6-triamine